2-(5-(1-((1s,2s,3s,5s,6r)-2,6-difluoro-8-azabicyclo[3.2.1]oct-3-yl-1,5-d2)vinyl)pyrazin-2-yl)-5-(1H-imidazol-1-yl)phenol F[C@@H]1[C@@]2(C[C@H]([C@](C[C@H]1C(=C)C=1N=CC(=NC1)C1=C(C=C(C=C1)N1C=NC=C1)O)(N2)[2H])F)[2H]